O[C@@H]1[C@H](CO[C@@H]([C@@H]1O)CO)NC=1C=C(C#N)C=C(N1)OC 2-(((3S,4R,5R,6R)-4,5-dihydroxy-6-(hydroxymethyl)tetrahydro-2H-pyran-3-yl)amino)-6-methoxyisonicotinonitrile